trimethoxy(pentadecyl)silane CO[Si](CCCCCCCCCCCCCCC)(OC)OC